ClC1=CC(=C(S1)C1=CC=C(O[C@@H]2C[C@H](CCC2)C(=O)OC)C=C1)NC(=O)O[C@H](C)C1=C(C=CC=C1)Cl methyl (1S,3S)-3-[4-[5-chloro-3-[[(1R)-1-(2-chlorophenyl)ethoxy] carbonylamino]thiophen-2-yl]phenoxy]cyclohexane-1-carboxylate